BrC1=CC=CC2=C(C=CC=C12)C#N 4-bromo-8-naphthalenecarbonitrile